N1N=CC(=C1)C#CC1=NC(=NC=C1)C1=NC(=NC=C1)N1CC2=CC=C(C=C2C1)OC 2-(4-((1H-pyrazol-4-yl)ethynyl)-[2,4'-bipyrimidinyl]-2'-yl)-5-methoxyisoindoline